2,6-diethyl-4-methylbromobenzene CCC1=CC(=CC(=C1Br)CC)C